ClC1=NN=C2N1C1=CC=CC=C1C(=N2)N(C)C2=CC(=CC=C2)OC2=NC=C(N=C2)CN(C)C chloro-N-(3-((5-((dimethylamino)methyl)pyrazin-2-yl)oxy)phenyl)-N-methyl-[1,2,4]triazolo[4,3-a]quinazolin-5-amine